1-(3-Chloro-2-fluorophenyl)-5-methyl-N-[(7R,15S)-8-oxo-2,5,9-triazatricyclo[14.3.1.02,7]eicosa-1(20),16,18-trien-15-yl]-1H-pyrazole-4-carboxamide hydrochloride Cl.ClC=1C(=C(C=CC1)N1N=CC(=C1C)C(=O)N[C@H]1CCCCCNC([C@H]2CNCCN2C=2C=CC=C1C2)=O)F